ClC1=C(C=C(C=2C3=C(NC12)[C@@H](CNC(C3)=O)CCC(F)F)C3=NN(N=C3)C)Cl |r| racemic-7,8-dichloro-5-(3,3-difluoropropyl)-10-(2-methyl-2H-1,2,3-triazol-4-yl)-3,4,5,6-tetrahydroazepino[4,5-b]indol-2(1H)-one